N-ethyl-N-aminoethyl-acrylamide C(C)N(C(C=C)=O)CCN